4-((4-bromobenzyl)oxy)tetrahydro-2H-pyran BrC1=CC=C(COC2CCOCC2)C=C1